COC1=CC=C(C=C1)C1C(N1)C(=O)[O-] 3-(4-methoxyphenyl)aziridine-2-carboxylate